N[C@H]1[C@@H](COC1)OC1=CC=C(C=C1)C1=CC=C(C=C1)C=CC(CO)N1C(=NC=C1)[C@H](C)O 4-(4'-(((trans)-4-aminotetrahydrofuran-3-yl)oxy)-[1,1'-biphenyl]-4-yl)-2-(2-((S)-1-hydroxyethyl)-1H-imidazol-1-yl)but-3-en-1-ol